(R)-2-chloro-N,N-dimethyl-4-(1-(piperidin-4-yl)pyrrolidin-3-yloxy)benzamide hydrochloride Cl.ClC1=C(C(=O)N(C)C)C=CC(=C1)O[C@H]1CN(CC1)C1CCNCC1